3-(2-benzoyl-1,2,3,4-tetrahydroisoquinolin-5-yl)-3-(4-methoxyphenyl)phenylpropionic acid C(C1=CC=CC=C1)(=O)N1CC2=CC=CC(=C2CC1)C1(CC(=CC=C1)C(C(=O)O)C)C1=CC=C(C=C1)OC